O[C@H]1[C@H](N(C[C@@H]1O)C(=O)OC(C)(C)C)CN1N=CC=C1 tert-butyl (2R,3S,4S)-3,4-dihydroxy-2-(pyrazol-1-ylmethyl)pyrrolidine-1-carboxylate